tert-butyl 3',3'-difluoro-4-(4,4,5,5-tetramethyl-1,3,2-dioxaborolan-2-yl)-3,3',6,6'-tetrahydro-2H-[1,4'-bipyridine]-1'(2'H)-carboxylate FC1(CN(CC=C1N1CCC(=CC1)B1OC(C(O1)(C)C)(C)C)C(=O)OC(C)(C)C)F